5-cyano-N-[2,4-difluoro-3-[1-(1-[[2-(trimethylsilyl)ethoxy]methyl]-4,5,6,7-tetrahydro-1,3-benzodiazol-2-yl)imidazo[1,5-a]pyridin-6-yl]phenyl]-2-methoxypyridine-3-sulfonamide C(#N)C=1C=C(C(=NC1)OC)S(=O)(=O)NC1=C(C(=C(C=C1)F)C=1C=CC=2N(C1)C=NC2C2=NC1=C(N2COCC[Si](C)(C)C)CCCC1)F